NC1=CC=C(C=C1)N1CCN(CC1)C 1-(4-aminophenyl)-4-methylpiperazine